BrC1=C(SC2=C1NC(=NS2(=O)=O)NC)CC 5-bromo-6-ethyl-N-methyl-1,1-dioxo-4H-thieno[3,2-e][1,2,4]thiadiazin-3-amine